FC1=C(C(=CC(=C1)OCCN1CC(C1)CF)F)[C@H]1N([C@@H](CC2=C1NC1=CC=C(C=C21)F)C)CC(CO)(F)F 3-((1R,3R)-1-(2,6-difluoro-4-(2-(3-(fluoromethyl)azetidin-1-yl)ethoxy)phenyl)-6-fluoro-3-methyl-1,3,4,9-tetrahydro-2H-pyrido[3,4-b]indol-2-yl)-2,2-difluoropropan-1-ol